FC1=C(NC=C1)C(=O)NNC(=O)OCC(C)C isobutyl 2-(3-fluoro-1H-pyrrole-2-carbonyl)hydrazine-1-carboxylate